C(=O)O.NCC(CC(=O)NCCNC(C1=C(C=C(C=C1)NC=1C=2N(C=CN1)C(=CN2)C2=C(C(=C(C=C2)OCC#N)F)F)CC)=O)O N-[2-[(4-amino-3-hydroxy-butanoyl)amino]ethyl]-4-[[3-[4-(cyanomethoxy)-2,3-difluoro-phenyl]imidazo[1,2-a]pyrazin-8-yl]amino]-2-ethyl-benzamide formate